N-methyl-1-(trifluoromethyl)cyclopropan-1-amine hydrochloride Cl.CNC1(CC1)C(F)(F)F